(S)-1-(3-((8-(5-(trifluoromethyl)pyridin-2-yl)pyrido[3,4-b]pyrazin-5-yl)amino)pyrrolidin-1-yl)prop-2-en-1-one FC(C=1C=CC(=NC1)C1=CN=C(C2=NC=CN=C21)N[C@@H]2CN(CC2)C(C=C)=O)(F)F